methyl (2R,3R)-2-amino-3-[[(R)-tert-butylsulfinyl]amino]-3-(2-fluorophenyl)propanoate N[C@@H](C(=O)OC)[C@@H](C1=C(C=CC=C1)F)N[S@](=O)C(C)(C)C